N[C@@H](C)C=1N(CC2=C(C=CC=C2C1)C#CC=1C=NN(C1)C([2H])([2H])[2H])C1=CC=CC=C1 (S)-3-(1-aminoethyl)-8-((1-(methyl-d3)-1H-pyrazol-4-yl)ethynyl)-2-phenylisoquinoline